bis(2-hydroxyethyl)-dimethylammonium chloride [Cl-].OCC[N+](C)(C)CCO